1-[fluoro(pyrrolidin-1-ium-1-ylidene)methyl]pyrrolidine FC(N1CCCC1)=[N+]1CCCC1